(E)-6-(6-ethoxypyridin-3-yl)-N'-((6-hydroxy-4-methoxypyridin-2-yl)methylene)pyrazine-2-carbohydrazide C(C)OC1=CC=C(C=N1)C1=CN=CC(=N1)C(=O)N/N=C/C1=NC(=CC(=C1)OC)O